2,3,5-trimethylcresol CC1(C(C=C(C=C1O)C)C)C